ClC1=CC(=CC(=N1)NCC(C)C)C=1N(N=CC1C1=NN=CN1C)C 6-chloro-4-[2-methyl-4-(4-methyl-1,2,4-triazol-3-yl)pyrazol-3-yl]-N-(2-methylpropyl)pyridin-2-amine